O(C1=CC=CC=C1)C=1C=C(C=C2C(NC(NC2=O)=S)=O)C=CC1 5-(3-phenoxybenzylidene)-2-thioxodihydropyrimidine-4,6(1H,5H)-dione